C(C)(C)(C)OC(=O)N1[C@@H](C[C@@H](C1)C1=CC=CC=C1)C(=O)O (2S,4R)-1-(tert-butyloxycarbonyl)-4-phenylpyrrolidine-2-carboxylic acid